Methyl 4-((3-(4-(((tert-Butoxycarbonyl)amino)methyl)phenyl)-1-butylureido)-methyl)benzoate C(C)(C)(C)OC(=O)NCC1=CC=C(C=C1)NC(N(CCCC)CC1=CC=C(C(=O)OC)C=C1)=O